2-((6,7-dichloro-10-(1H-pyrazol-4-yl)-1,2,3,4-tetrahydropyrazino[1,2-a]indol-9-yl)oxy)acetonitrile ClC1=C(C=C(C=2C(=C3N(C12)CCNC3)C=3C=NNC3)OCC#N)Cl